C(CCCCC)C1=CC=C([NH+](C)C)C=C1 4-hexyl-N,N-dimethylanilinium